(R)-5-amino-N-((5-bromo-3-fluoropyridin-2-yl)methyl)-N-(1-methoxypropan-2-yl)-6,8-dihydro-1H-furo[3,4-d]pyrrolo[3,2-b]pyridine-2-carboxamide NC1=C2C(=C3C(=N1)C=C(N3)C(=O)N([C@@H](COC)C)CC3=NC=C(C=C3F)Br)COC2